(((4-(3-fluoro-2',3',4',5'-tetrahydro-[1,1'-biphenyl]-4-yl)-1H-indazol-3-yl)amino)methyl)benzoic acid FC=1C=C(C=CC1C1=C2C(=NNC2=CC=C1)NCC1=C(C(=O)O)C=CC=C1)C=1CCCCC1